2-(5-((tetrahydro-2H-pyran-4-yl)oxy)-1H-pyrazol-3-yl)isoindoline-1,3-dione O1CCC(CC1)OC1=CC(=NN1)N1C(C2=CC=CC=C2C1=O)=O